C(C1=CC=CC=C1)N([C@@H](C)C(=O)O)P(=O)(CCC=C(C)C)OC1=CC=C(C=C1)I.NCCCC(=O)N1CCC(CC1)C=1C=C2C(=C(NC2=CC1)C1=CC(=C(C=C1)OC)OC)C(C)C 4-amino-1-(4-(2-(3,4-dimethoxyphenyl)-3-isopropyl-1H-indol-5-yl)piperidin-1-yl)butan-1-one Benzyl-((4-iodophenoxy)(4-methylpent-3-en-1-yl)phosphoryl)alaninate